(S)-ethyl 8-(2-amino-6-((R)-1-(5-chloro-2',3',4',5'-tetrahydro-[1,1'-biphenyl]-2-yl)-2,2,2-trifluoroethoxy)pyrimidin-4-yl)-2,8-diazaspiro[4.5]decane-3-carboxylate NC1=NC(=CC(=N1)N1CCC2(C[C@H](NC2)C(=O)OCC)CC1)O[C@@H](C(F)(F)F)C1=C(C=C(C=C1)Cl)C=1CCCCC1